1-(bicyclo[1.1.1]pentan-1-yl)-4-(prop-2-yn-1-yl)piperazine-2,3-dione C12(CC(C1)C2)N2C(C(N(CC2)CC#C)=O)=O